3-chloro-N-[2-iodo-3-(2,2,2-trifluoroethyl)benzothiophen-7-yl]piperidin-4-amine ClC1CNCCC1NC1=CC=CC=2C(=C(SC21)I)CC(F)(F)F